(3S)-3-(3',3'-difluoro-1'-((1-methyl-1H-indazol-5-yl)methyl)-6-oxo-6,8-dihydro-2H,7H-spiro[furo[2,3-e]isoindole-3,4'-piperidin]-7-yl)piperidine-2,6-dione FC1(CN(CCC12COC1=C3CN(C(C3=CC=C12)=O)[C@@H]1C(NC(CC1)=O)=O)CC=1C=C2C=NN(C2=CC1)C)F